(R)-3-amino-6-bromo-N-((4-methylpiperazin-2-yl)methyl)-5-(trifluoromethyl)pyrazine-2-carboxamide NC=1C(=NC(=C(N1)C(F)(F)F)Br)C(=O)NC[C@H]1NCCN(C1)C